2,6-bis-(aminomethyl)-norbornane NCC1C2C(CC(C1)C2)CN